[Pb].[Sb].[Pb] lead-antimony-lead